(S)-1,1'-bi-2-naphthol C1=CC=C2C(=C1)C=CC(=C2C3=C(C=CC4=CC=CC=C43)O)O